FC(C=1C(=NC(=CC1)N1C=NC2=C1C=C(C(=C2)NC=2N=NC=C(C2)N2C1COCC2C1)OC)N1N=C(C=C1C)C#N)F 1-[3-(difluoromethyl)-6-[6-methoxy-5-[[5-[3-oxa-6-azabicyclo[3.1.1]heptan-6-yl]pyridazin-3-yl]amino]benzimidazol-1-yl]-2-pyridyl]-5-methyl-pyrazole-3-carbonitrile